2-(4-Bromophenyl)-1-phenyl-1H-benzimidazole BrC1=CC=C(C=C1)C1=NC2=C(N1C1=CC=CC=C1)C=CC=C2